ClC1=NC=C(C(=C1)N1C[C@H](CCC1)NC(OC(C)(C)C)=O)C1=CC(=CC=C1)C(N(C)C)=O tert-butyl N-[(3S)-1-[2-chloro-5-[3-(dimethylcarbamoyl)phenyl]-4-pyridyl]-3-piperidyl]carbamate